2,4,6,8,10-pentapropylcyclopentasiloxane C(CC)[SiH]1O[SiH](O[SiH](O[SiH](O[SiH](O1)CCC)CCC)CCC)CCC